7,9-dihydrofuro[3,4-f]quinazoline C1=NC=NC=2C=CC3=C(C12)COC3